ClC1=CC(=C2C(=N1)C(=CS2)C(=O)NC)C(F)(F)F 5-chloro-N-methyl-7-(trifluoromethyl)thieno[3,2-b]pyridine-3-carboxamide